Cl.C(C1=CC=CC=C1)[C@H]1N(CCNC1)S(=O)(=O)C (R)-2-Benzyl-1-(methylsulfonyl)piperazine HCl salt